C(C1=CC=CC=C1)NC(N(C1=CC=C(C=C1)C=1C=NN(C1)C)[C@@H]1CC[C@H](CC1)NC1=NC=C(C(=N1)NCCCOC)C#N)=O 3-benzyl-1-(trans-4-((5-cyano-4-((3-methoxypropyl)-amino)pyrimidin-2-yl)amino)cyclohexyl)-1-(4-(1-methyl-1H-pyrazol-4-yl)-phenyl)urea